COC1=CC=C2CC=CC3(C2=C1)CN(CC1=CC=CC=C13)C 7'-Methoxy-2-methyl-1H,4'H-spiro[isoquinoline-4,1'-naphthalene]